O1CC(C1)C(=O)N1[C@H]([C@H](CCC1)NS(=O)(=O)C)CO[C@@H]1CC[C@@H](CC1)C1=CC=CC=C1 N-(cis-1-(oxetan-3-ylcarbonyl)-2-(((cis-4-phenylcyclohexyl)oxy)methyl)-piperidin-3-yl)methane-sulfonamide